cyclononane hydrochloride Cl.C1CCCCCCCC1